2-methyl-propane-2-sulfinic acid (1,2-difluoro-11H-10-thia-dibenzo[a,d]cyclohepten-5-ylidene)-amide FC1=C(C=CC=2C(C3=C(SCC21)C=CC=C3)=NS(=O)C(C)(C)C)F